ClC1=C(C=C2C(=N1)N(C=C2I)S(=O)(=O)C2=CC=C(C=C2)C)C 6-chloro-3-iodo-5-methyl-1-(4-methylphenyl)sulfonylpyrrolo[2,3-b]pyridine